N-(1,3-DIMETHYL-1H-INDAZOL-7-YL)-1-(4-(TRIFLUOROMETHYL)PYRIDIN-2-YL)-1H-PYRAZOLE-4-SULFONAMIDE CN1N=C(C2=CC=CC(=C12)NS(=O)(=O)C=1C=NN(C1)C1=NC=CC(=C1)C(F)(F)F)C